C(CC)OC(C(C(=O)OCCC)=CC1=C(C=CC=C1)OCCCC)=O 2-butoxybenzylidene-malonic acid dipropyl ester